urea calcium sulfate S(=O)(=O)([O-])[O-].[Ca+2].NC(=O)N